3,4-dichloro-12-oxo-6a,7,9,10-tetrahydro-12H-pyrazino[2,1-c]Pyrido[3,4-f][1,4]Oxazepine-8(6H)-carboxylic acid tert-butyl ester C(C)(C)(C)OC(=O)N1CC2COC3=C(C(N2CC1)=O)C=NC(=C3Cl)Cl